FC(C1=CC=CC(=N1)N)(F)F 6-trifluoromethylpyridin-2-amine